ClC1=C(C=CC=C1C1=NC(=C(C=C1)CNCC1NC(CC1)=O)OC)C1=C2C=CN(C2=CC=C1)C1=CC(=C(CN2CC(C2)(C(=O)O)C)C(=C1)OC)OC 1-(4-(4-(2-chloro-3-(6-methoxy-5-((((5-oxopyrrolidin-2-yl)methyl)amino)methyl)pyridin-2-yl)phenyl)-1H-indol-1-yl)-2,6-dimethoxybenzyl)-3-methylazetidine-3-carboxylic acid